OC=1C=CC=C2NC=C(C[C@H](N)C(=O)O)C12 4-hydroxy-Z-tryptophan